FC1=CC=C(C=C1)C(=O)C1=CNC=C1 4-fluorophenyl-(1H-pyrrol-3-yl)methanone